1-(5-nitro-1-((2-(trimethylsilyl)ethoxy)methyl)-1H-indazol-3-yl)ethan-1-ol [N+](=O)([O-])C=1C=C2C(=NN(C2=CC1)COCC[Si](C)(C)C)C(C)O